ClC=1C(N(N=CC1NC[C@H]1COCCC1)C1=CC=C(C=C1)OC1CCNCC1)=O 4-chloro-2-[4-(4-piperidyloxy)phenyl]-5-[[(3S)-tetrahydropyran-3-yl]methylamino]pyridazin-3-one